IC=1C=C(C(=O)OC)C=CC1S(NCC1=NN(C=C1)C)(=O)=O methyl 3-iodo-4-(N-((1-methyl-1H-pyrazol-3-yl)methyl)sulfamoyl)benzoate